CC1=C(C(CCC1)(C)C)C(=O)C(C(=O)C)O 3-hydroxy-4-oxo-7,8-dihydro-β-ionone